tert-butyl (S)-2-(4-((3-fluorophenyl)carbamoyl)piperidin-1-carbonyl)pyrrolidin-1-carboxylate FC=1C=C(C=CC1)NC(=O)C1CCN(CC1)C(=O)[C@H]1N(CCC1)C(=O)OC(C)(C)C